N1CNCC1 Tetrahydro-imidazol